FC12CC(C1)(C2)C(=O)NC2=CC=C(C=C2)C=2OC1=C(N2)C(=CC=C1)F 3-Fluoro-N-[4-(4-fluoro-1,3-benzoxazol-2-yl)phenyl]bicyclo[1.1.1]pentan-1-carboxamid